7-bromo-N-[5-(2,2-difluoroethyl)-3-fluoro-6-methoxy-2-pyridinyl]imidazo[1,2-a]pyridine-3-sulfonamide BrC1=CC=2N(C=C1)C(=CN2)S(=O)(=O)NC2=NC(=C(C=C2F)CC(F)F)OC